2-hydroxyethyliminodi(acetic acid) disodium salt [Na+].[Na+].OCCN(CC(=O)[O-])CC(=O)[O-]